1-(4-n-hexylphenyl)ethanone C(CCCCC)C1=CC=C(C=C1)C(C)=O